cetylisostearate C(CCCCCCCCCCCCCCC)OC(CCCCCCCCCCCCCCC(C)C)=O